NC=1C2=C(N=CN1)N(C(=C2C2=CC=C(C=C2)OC2=NC(=CC=C2)C)C2=CC(=C(C=C2)NC(C=C)=O)OC)C N-(4-(4-amino-7-methyl-5-(4-(6-methylpyridin-2-yloxy)phenyl)-7H-pyrrolo[2,3-d]pyrimidin-6-yl)-2-methoxyphenyl)acrylamide